6,8-di-tert-butyl-3-(4-ethynylphenethyl)-3,4-dihydro-2H-1,3-benzoxazine C(C)(C)(C)C=1C=C(C2=C(CN(CO2)CCC2=CC=C(C=C2)C#C)C1)C(C)(C)C